BrCCCCCN1C(=O)C(=O)C2=CC(=CC=C12)Br N-(5-bromopentyl)-5-bromoisatin